(4-(triphenylsilyl)phenyl)acrylic acid C1(=CC=CC=C1)[Si](C1=CC=C(C=C1)C(C(=O)O)=C)(C1=CC=CC=C1)C1=CC=CC=C1